1-({2-[(tert-butyldimethylsilyl)oxy]ethyl}(2-hydroxytetradecyl)amino)tetradecan-2-ol [Si](C)(C)(C(C)(C)C)OCCN(CC(CCCCCCCCCCCC)O)CC(CCCCCCCCCCCC)O